4-((3-(1-((S)-5,8-dioxaspiro[3.4]octan-1-yl)-1H-pyrazol-4-yl)-2-methoxyphenyl)amino)-6-((S)-2,2-dimethylcyclopropane-1-carboxamido)nicotinamide [C@@H]1(CCC12OCCO2)N2N=CC(=C2)C=2C(=C(C=CC2)NC2=CC(=NC=C2C(=O)N)NC(=O)[C@@H]2C(C2)(C)C)OC